3,3-dimethyl-6-((5-methyl-4-((3-(methylsulfonyl)phenyl)amino)pyrimidin-2-yl)amino)benzo[c][1,2]oxaborol-1(3H)-ol CC1(C2=C(B(O1)O)C=C(C=C2)NC2=NC=C(C(=N2)NC2=CC(=CC=C2)S(=O)(=O)C)C)C